3-[5-(difluoromethyl)-1,3,4-thiadiazol-2-yl]-N-[1-(fluoromethyl)cyclopropyl]-1-methyl-2-oxo-benzimidazole-5-sulfonamide FC(C1=NN=C(S1)N1C(N(C2=C1C=C(C=C2)S(=O)(=O)NC2(CC2)CF)C)=O)F